CC1=NN=C(S1)N 2-amino-5-methyl-1,4-thiadiazole